4-((1H-Indazol-5-yl)ethynyl)-N-(2-methoxy-2-methylpropyl)-[2,4'-bipyrimidin]-2'-amine N1N=CC2=CC(=CC=C12)C#CC1=NC(=NC=C1)C1=NC(=NC=C1)NCC(C)(C)OC